2-(4-(4-((3-amino-6-bromoquinolin-4-yl)amino)-2-(trifluoromethyl)phenyl)piperazin-1-yl)ethan-1-ol NC=1C=NC2=CC=C(C=C2C1NC1=CC(=C(C=C1)N1CCN(CC1)CCO)C(F)(F)F)Br